NC1=C(C=CC(=C1)CCC1=CC=C(C=C1)C(F)(F)F)NC([C@H]([C@@H](CCCCC)F)F)=O (2R,3R)-N-(2-Amino-4-(4-(trifluoromethyl)phenethyl)phenyl)-2,3-difluorooctanamid